1-(propylamino)hexane-1,2,3,4,5,6-hexaol C(CC)NC(C(C(C(C(CO)O)O)O)O)O